C(C)(=O)OC1=CC=CC=C1 Phenyl acetate